NC1=NC=2C=C(C=CC2C2=C1N=C(N2CC(C)(O)C)COCC)CC2=C(C=CC(=C2)CN)C(F)(F)F 1-(4-amino-7-(5-(aminomethyl)-2-(trifluoromethyl)benzyl)-2-(ethoxymethyl)-1H-imidazo[4,5-c]quinolin-1-yl)-2-methylpropan-2-ol